C([C@@H](CCCO)O)O (2R)-pentane-1,2,5-triol